NC1=NC(=C(C(=N1)O)CCO)C 2-amino-4-hydroxy-5-(2-hydroxyethyl)-6-methyl-pyrimidine